propyloxy-4'-propargyloxy-4-biphenylsulfonamide C(CC)OC1=C(C=CC(=C1)S(=O)(=O)N)C1=CC=C(C=C1)OCC#C